6-(3-Ethylimidazo[4,5-c]pyridin-7-yl)-5-(methylamino)-3-(4-morpholinoanilino)pyrazin-2-carboxamid C(C)N1C=NC2=C1C=NC=C2C2=C(N=C(C(=N2)C(=O)N)NC2=CC=C(C=C2)N2CCOCC2)NC